methyldioctadecyl-[3-(trimethoxysilyl)propyl]ammonium chloride [Cl-].C[N+](CCC[Si](OC)(OC)OC)(CCCCCCCCCCCCCCCCCC)CCCCCCCCCCCCCCCCCC